FC(C1=CC=C(C=C1)[B-](C1=CC=C(C=C1)C(F)(F)F)(C1=CC=C(C=C1)C(F)(F)F)C1=CC=C(C=C1)C(F)(F)F)(F)F.C[NH+](C)C trimethylammonium tetrakis(p-trifluoromethylphenyl)borate